C(CCCCCC\C=C/C\C=C/CCCCC)C(O[Si](OCCCCCCN(CCO)CCO)(C)C)OCC(SCCCCC)CCCCCCCC 13-((8Z,11Z)-heptadeca-8,11-dien-1-yl)-3-(2-hydroxyethyl)-11,11-dimethyl-16-octyl-10,12,14-trioxa-17-thia-3-aza-11-siladocosan-1-ol